N-((cis)-3-(5-chloro-2-cyanophenyl)cyclobutyl)-1-(1-(4-methyl-6-((1R,5S)-2-oxo-3-azabicyclo[3.1.0]hexan-3-yl)pyridin-3-yl)cyclopropyl)-1H-1,2,3-triazole-4-carboxamide ClC=1C=CC(=C(C1)[C@H]1C[C@H](C1)NC(=O)C=1N=NN(C1)C1(CC1)C=1C=NC(=CC1C)N1C([C@@H]2C[C@@H]2C1)=O)C#N